C1=CC=C2C(=C1)C(=O)C3=C(C2=O)C(=C(C(=C3N)O)S(=O)(=O)O)O The molecule is a member of the class of hydroxyanthraquinones that is 1,3-dihydroxyanthraquinone carrying additional sulfo and amino substituents at positions 2 and 4 respectively. The sodium salt is the histological dye 'nuclear fast red' It has a role as a fluorochrome and a histological dye. It is an arenesulfonic acid, a primary arylamine and a dihydroxyanthraquinone. It is a conjugate acid of a nuclear fast red(1-).